sodium (S)-3-(3-(1-methyl-4-oxido-2-oxo-1,2-dihydropyridin-3-yl)ureido)-3-(2',6,6'-trimethylbiphenyl-3-yl)propanoate CN1C(C(=C(C=C1)[O-])NC(N[C@@H](CC(=O)[O-])C=1C=C(C(=CC1)C)C1=C(C=CC=C1C)C)=O)=O.[Na+].[Na+]